ClC=1C=NC=C(C1SC1=NN=C(S1)C(=O)N(C)C=1C=CC2=C(S(C=C2)(=O)=O)C1)Cl 5-((3,5-dichloropyridin-4-yl)thio)-N-(1,1-dioxidobenzo[b]thiophen-6-yl)-N-methyl-1,3,4-thiadiazole-2-carboxamide